P(=O)(OCC(Cl)(Cl)Cl)([O-])[O-] tri-chloro-ethyl phosphate